C(CCNC([C@H](O)C(C)(C)CO)=O)(=O)[O-] R-pantothenate